N1,N1'-([1,1':3',1''-terphenyl]-4,4''-diylbis(methylene))bis(N3-(3-((2-methylbutyl)amino)propyl)propane-1,3-diamine), hydrochloride salt Cl.C1(=CC=C(C=C1)CNCCCNCCCNCC(CC)C)C1=CC(=CC=C1)C1=CC=C(C=C1)CNCCCNCCCNCC(CC)C